2-allyl-4,4,5,5-tetramethyl-1,3,2-dioxaborolane C(C=C)B1OC(C(O1)(C)C)(C)C